Cl.COCCC(N)=NO 3-methoxypropionamidoxime hydrochloride